C1=CC=C(C(=C1)C(=O)CC(=O)C(=O)[O-])N The molecule is the conjugate base of 4-(2-aminophenyl)-2,4-dioxobutanoic acid; major species at pH 7.3. It has a role as a human metabolite. It is a conjugate base of a 4-(2-aminophenyl)-2,4-dioxobutanoic acid.